ethyl (E)-3-(2-amino-5-fluoro-3-(trifluoromethyl)phenyl)acrylate NC1=C(C=C(C=C1C(F)(F)F)F)/C=C/C(=O)OCC